N-Lauryl-itaconimide C(CCCCCCCCCCC)N1C(C(=C)CC1=O)=O